FC=1C(=C(C(=O)NOCCO)C=C(C1F)CN1OCCCC1=O)NC1=C(C=C(C=C1)I)F 3,4-difluoro-2-(2-fluoro-4-iodoanilino)-N-(2-hydroxyethoxy)-5-[(3-oxooxazinan-2-yl)methyl]benzamide